N-methylcarbamoyl-threonine CNC(=O)N[C@@H]([C@H](O)C)C(=O)O